((2S,5R)-5-ethyl-4-(1-(2-fluoro-4-(trifluoromethoxy)phenyl)propyl)-2-methylpiperazin-1-yl)-1-methyl-2-oxo-1,2-dihydropyrido[3,2-d]pyrimidine-6-carbonitrile C(C)[C@H]1N(C[C@@H](N(C1)C=1C2=C(N(C(N1)=O)C)C=CC(=N2)C#N)C)C(CC)C2=C(C=C(C=C2)OC(F)(F)F)F